ClC1=CSC2=C1NC(=C2)C(=O)N2[C@H]1CC([C@@H]([C@@H]2C(=O)N[C@@H](C[C@H]2C(NCC2)=O)C#N)CC1)(F)F (1R,3R,4R)-2-(3-chloro-4H-thieno[3,2-b]pyrrole-5-carbonyl)-N-((S)-1-cyano-2-((S)-2-oxopyrrolidin-3-yl)ethyl)-5,5-difluoro-2-azabicyclo[2.2.2]octane-3-carboxamide